2-({6-[(1,3-benzothiazol-2-yl)amino]-5-methylpyridazin-3-yl}(methyl)amino)-5-[(3R)-3-phenoxypyrrolidin-1-yl]-1,3-thiazole-4-carboxylic acid S1C(=NC2=C1C=CC=C2)NC2=C(C=C(N=N2)N(C=2SC(=C(N2)C(=O)O)N2C[C@@H](CC2)OC2=CC=CC=C2)C)C